NC1=NC=CC=C1C1=NC=2C(=NC(=CC2)C2=CC=CC=C2)N1C1=CC=C(CN2CCN(CC2)C=2C=CC(=C(C=O)C2)O)C=C1 5-(4-(4-(2-(2-aminopyridin-3-yl)-5-phenyl-3H-imidazo[4,5-b]pyridin-3-yl)benzyl)piperazin-1-yl)-2-hydroxybenzaldehyde